BrC=1C(=NC(=C(C(=O)O)C1)O)C 5-Bromo-2-hydroxy-6-methylnicotinic acid